C(C)(C)N(C1=CC=C(C=C1)C)C(C)C N,N-diisopropyl-p-toluidine